OC=1C=C(C=CC1O)C1OC2=C(O1)C=CC(=C2)C=O 2-(3',4'-dihydroxyphenyl)-1,3-benzodioxole-5-aldehyde